tert-butyl (S)-3-(4-(4,4,5,5-tetramethyl-1,3,2-dioxaborolan-2-yl)phenoxy)pyrrolidine-1-carboxylate CC1(OB(OC1(C)C)C1=CC=C(O[C@@H]2CN(CC2)C(=O)OC(C)(C)C)C=C1)C